3-hydroxy-3-(2-oxo-2-(2-fluorophenyl)ethyl)indol-2-one OC1(C(NC2=CC=CC=C12)=O)CC(C1=C(C=CC=C1)F)=O